N-hydroxybenzamide formate C(=O)O.ONC(C1=CC=CC=C1)=O